methyl 2-(7-chloro-2-(2-cyclopropyl-4-methoxyphenyl)-8-hydroxy-4-oxobenzo[4,5]thieno[2,3-d]pyrimidin-3(4H)-yl)acetate ClC1=C(C2=C(C3=C(N=C(N(C3=O)CC(=O)OC)C3=C(C=C(C=C3)OC)C3CC3)S2)C=C1)O